6-chloro-1-(cyclopentylmethyl)-2-(4,6-dimethylpyrimidin-2-yl)-2,3,4,9-tetrahydro-1H-pyrido[3,4-b]indole ClC=1C=C2C3=C(NC2=CC1)C(N(CC3)C3=NC(=CC(=N3)C)C)CC3CCCC3